CC1(NC(CCC1)(C)C)C 2,2,6,6-Tetramethyl-piperidine